CN(C1CCN(CC1)C=1C=CC(=NC1)NC1=NC=NC(=C1)N1OCC[C@@H]1C1=CC=CC=C1)C (R)-N-(5-(4-(di-methylamino)piperidin-1-yl)pyridin-2-yl)-6-(3-phenylisoxazolidin-2-yl)pyrimidin-4-amine